FC(COC=1C(=NC=CC1)C(=O)OC)(F)F methyl 3-(2,2,2-trifluoroethoxy)pyridine-2-carboxylate